C(C#C)OCC(COCC#C)O 1,3-bis(propargyloxy)-2-propanol